C(C)OC(C(C(CN=[N+]=[N-])(C)C1=CC=C(C=C1)Br)NC1=CC=CC=C1)=O 4-azido-3-(4-bromophenyl)-3-methyl-2-(phenylamino)butyric acid ethyl ester